(S)-3-methoxy-N-(6-(5-methyl-6,7-dihydro-5H-pyrrolo[1,2-a]imidazol-3-yl)pyridin-2-yl)-1-(6-methylpyridin-2-yl)-1H-pyrazole-4-carboxamide COC1=NN(C=C1C(=O)NC1=NC(=CC=C1)C1=CN=C2N1[C@H](CC2)C)C2=NC(=CC=C2)C